NC=1N=NC(=CC1N1CC2CCC(C1)N2CC=2C=C(C=CC2)N2C(NC(CC2)=O)=O)C2=C(C=CC(=C2)F)O 1-(3-((3-(3-amino-6-(5-fluoro-2-hydroxyphenyl)pyridazin-4-yl)-3,8-diazabicyclo[3.2.1]octan-8-yl)methyl)phenyl)dihydropyrimidine-2,4(1H,3H)-dione